3,3',3''-(benzene-1,3,5-triyltris(oxy))tris(propan-1-amine) C1(=CC(=CC(=C1)OCCCN)OCCCN)OCCCN